8,8-dimethyl-7-oxo-2-(2-(pyridin-2-yl)pyrimidine-4-carbonyl)-2-azaspiro[3.5]non-5-ene-6-carbonitrile CC1(C(C(=CC2(CN(C2)C(=O)C2=NC(=NC=C2)C2=NC=CC=C2)C1)C#N)=O)C